methyl (E)-2-{2-[(3-nitrophenyl) methyloximinomethyl] phenyl}-3-methoxy-acrylate [N+](=O)([O-])C=1C=C(C=CC1)CC(C1=C(C=CC=C1)/C(/C(=O)OC)=C\OC)=NO